NC=1N(C(=CC1)C)C1C(=C(C=CC1(C)OCC1(CC1)CF)O)C 2-Amino-6-((1-(fluoromethyl)cyclopropyl)methoxy)-1-(3-hydroxy-2,6-dimethylphenyl)-5-methyl-1H-pyrrole